ClC1=NC2=C3C(=C(C=C2C=N1)F)ON=C3C(C)C 2-chloro-6-fluoro-9-isopropyl-isoxazolo[5,4-h]quinazoline